N-(2,4-dimethoxybenzyl)-7-methoxy-2-(((4-(trifluoromethyl)benzyl)amino)methyl)-[1,2,4]triazolo[1,5-c]quinazolin-5-amine COC1=C(CNC2=NC=3C(=CC=CC3C=3N2N=C(N3)CNCC3=CC=C(C=C3)C(F)(F)F)OC)C=CC(=C1)OC